2-diethylaminopropiophenone C(C)N(C(C(=O)C1=CC=CC=C1)C)CC